tert-butyl (2-(imidazo[1,5-a]pyridin-3-yl)propan-2-yl)carbamate C=1N=C(N2C1C=CC=C2)C(C)(C)NC(OC(C)(C)C)=O